C(C)OC(=O)C1=C(OC2=C1C=C(C=C2Cl)OCC2=CC=CC=C2)C 5-(benzyloxy)-7-chloro-2-methylbenzofuran-3-carboxylic acid ethyl ester